C(C=C)(=O)NC=1C=C2CN(CC2=CC1)C=1C=C(C(=C(C(=O)NCC=2C(NC(=CC2C)C)=O)C1)C)N(C1CCOCC1)CC 5-(5-acrylamidoisoindolin-2-yl)-N-((4,6-dimethyl-2-oxo-1,2-dihydropyridin-3-yl)methyl)-3-(ethyl-(tetrahydro-2H-pyran-4-yl)amino)-2-methylbenzamide